C(C)C1=CN=C(S1)N1CC2=CC=C(C=C2C1)C1=C(C#N)C=CC=C1 2-(2-(5-Ethylthiazol-2-yl)isoindolin-5-yl)benzonitrile